C1=CC=C2C(=C1)N=C3C=CC(=C(C3=N2)N)N Diaminophenazin